3-hydroxyoctanoic acid OC(CC(=O)O)CCCCC